C(CC)OC1=C(OC2CC3CCCC(C2)N3OC3=NC=C(C=C3)C(F)(F)F)C=CC(=C1)C(F)(F)F 3-endo-[2-propoxy-4-(trifluoromethyl)phenoxy]-9-{[5-(trifluoromethyl)pyridin-2-yl]oxy}-9-azabicyclo[3.3.1]nonane